5-(4-(piperidin-4-ylmethyl)piperazin-1-yl)-2-(pyridin-2-yl)-4,5,6,7-tetrahydro-2H-indazol-3-ol N1CCC(CC1)CN1CCN(CC1)C1CC2=C(N(N=C2CC1)C1=NC=CC=C1)O